1-(4-cyclopropylpiperazin-1-yl)-2-(4-phenyl-3,4-dihydroquinoxalin-1(2H)-yl)ethan-1-one C1(CC1)N1CCN(CC1)C(CN1CCN(C2=CC=CC=C12)C1=CC=CC=C1)=O